C(C)C=1SC(=CN1)CN1N=C(C=CC1=O)C=1C=NC(=NC1)OCCC 2-((2-ethylthiazol-5-yl)methyl)-6-(2-propoxypyrimidin-5-yl)pyridazine-3(2H)-one